FC1=C(C=CC(=N1)C(=O)NC)N1CCN(CC1)CC12CC(C1)(C2)C2=NC1=CC=C(C=C1C(N2)=O)F 6-fluoro-5-(4-((3-(6-fluoro-4-oxo-3,4-dihydroquinazolin-2-yl)bicyclo[1.1.1]pentan-1-yl)methyl)piperazin-1-yl)-N-methylpicolinamide